tert-butyl 4-[2-chloro-5-(ethoxycarbonyl)pyridin-4-yl]piperazine-1-carboxylate ClC1=NC=C(C(=C1)N1CCN(CC1)C(=O)OC(C)(C)C)C(=O)OCC